((6-methoxy-2-methyl-1,2,3,4-tetrahydroisoquinolin-7-yl)amino)-N-(methyl-d3)-5-((2-(methylcarbamoyl)phenyl)amino)-1,2,4-triazine-6-carboxamide COC=1C=C2CCN(CC2=CC1NC=1N=NC(=C(N1)NC1=C(C=CC=C1)C(NC)=O)C(=O)NC([2H])([2H])[2H])C